OC(COC1=CC=C2CCN(C2=C1)C(=O)OC(C)(C)C)(C)C tert-Butyl 6-(2-hydroxy-2-methylpropoxy)indoline-1-carboxylate